ClCC1=CC=C(C=C1)N1C(=NC=2C1=NC(=CC2)C2=NC=C(C=C2)F)C=2C=NC=NC2 3-(4-(Chloromethyl)phenyl)-5-(5-fluoropyridin-2-yl)-2-(pyrimidin-5-yl)-3H-imidazo[4,5-b]pyridine